(3R,4S)-4-(benzoyloxy)-3-((dimethylamino)methyl)-4-(3-methoxyphenyl)piperidine-1-carboxylic acid tert-butyl ester C(C)(C)(C)OC(=O)N1C[C@H]([C@@](CC1)(C1=CC(=CC=C1)OC)OC(C1=CC=CC=C1)=O)CN(C)C